N-decyl-aniline C(CCCCCCCCC)NC1=CC=CC=C1